(propylamino)-1,3-thiazole-4-carboxylic acid ethyl ester C(C)OC(=O)C=1N=C(SC1)NCCC